tert-butyl 3-(5-(1-(((benzyloxy)carbonyl)amino)ethyl)-6-methoxypyridin-3-yl)-4,4-difluoropiperidine-1-carboxylate C(C1=CC=CC=C1)OC(=O)NC(C)C=1C=C(C=NC1OC)C1CN(CCC1(F)F)C(=O)OC(C)(C)C